3-(3-(4-(pyridin-4-yl)benzyl)isoxazol-5-yl)pyridin-2-amine N1=CC=C(C=C1)C1=CC=C(CC2=NOC(=C2)C=2C(=NC=CC2)N)C=C1